OC1(COC1)C=1C=C(C=NC1)COC1=CC=C(C=C1)C=1C=C(C(NC1C(F)(F)F)=O)C(=O)N 5-(4-((5-(3-hydroxyoxetan-3-yl)pyridin-3-yl)methoxy)phenyl)-2-oxo-6-(trifluoromethyl)-1,2-dihydropyridine-3-carboxamide